1-propenyl-2-(2-methylpropyl)oxyethane C(=CC)CCOCC(C)C